N-cyclohexyl-N',N'-disilyl-silanediamine C1(CCCCC1)N[SiH2]N([SiH3])[SiH3]